4-(4-amino-2-fluoro-5-methylphenyl)piperazine-1-carboxylic acid tert-butyl ester C(C)(C)(C)OC(=O)N1CCN(CC1)C1=C(C=C(C(=C1)C)N)F